methyl 4-[2-(2-{[(4-methoxyphenyl)(methyl)oxo-λ6-sulfanylidene]amino}phenyl)ethynyl]isoquinoline-1-carboxylate COC1=CC=C(C=C1)S(=O)(C)=NC1=C(C=CC=C1)C#CC1=CN=C(C2=CC=CC=C12)C(=O)OC